2-(4-(((2,4-diamino-5-chloroquinazolin-6-yl)methyl)amino)benzoylamino)pentanoic acid NC1=NC2=CC=C(C(=C2C(=N1)N)Cl)CNC1=CC=C(C(=O)NC(C(=O)O)CCC)C=C1